C(C1=CC=CC=C1)OC(=O)N[C@H](C(=O)N[C@H](C(=O)OC(C)(C)C)CCCCCC)CCC(=O)OC(C)(C)C Tert-butyl (S)-2-((S)-2-(((benzyloxy)carbonyl)amino)-5-(tert-butoxy)-5-oxopentanamido)octanoate